C(C)OC(C1=C(C(=C(C(=C1CC(=C)OCOC)F)F)F)F)=O 2,3,4,5-tetrafluoro-6-(2-(methoxymethoxy)allyl)benzoic acid ethyl ester